C(C1=CC=CC=C1)NC=1C=C(C2=C(NC(N2C)=O)C1)OCCO[C@@H]1CN(C[C@@H](C1)C)C(=O)OC(C)(C)C tert-butyl (3S,5R)-3-(2-((6-(benzylamino)-3-methyl-2-oxo-2,3-dihydro-1H-benzo[d]imidazol-4-yl)oxy)ethoxy)-5-methylpiperidine-1-carboxylate